BrC1=CC=C(C=C1)N1C(CC(C1)NC1=CC(=CC(=C1)OC(F)(F)F)OC)=O 1-(4-bromophenyl)-4-((3-methoxy-5-(trifluoromethoxy)phenyl)amino)pyrrolidin-2-one